FC1=C(C(=CC=C1N1C=CC=C1)F)[Ti+2]C1=C(C(=CC=C1F)N1C=CC=C1)F bis[2,6-difluoro-3-(1H-pyrrole-1-yl)phenyl]titanium (IV)